(S)-isopropyl (1-(3-(1,6-dimethyl-2-oxo-1,2-dihydropyridin-3-yl)pyrazolo[1,5-a]pyrimidin-5-yl)pyrrolidin-3-yl)(methyl)carbamate CN1C(C(=CC=C1C)C=1C=NN2C1N=C(C=C2)N2C[C@H](CC2)N(C(OC(C)C)=O)C)=O